ClC=1N=C2C(=C(C(N(C2=CC1)C)=O)C#N)N1C[C@@H]([C@@H](CC1)NC1=C(C=C(C=C1)F)O)C 6-chloro-4-[(3S,4R)-4-(4-fluoro-2-hydroxy-anilino)-3-methyl-1-piperidyl]-1-methyl-2-oxo-1,5-naphthyridine-3-carbonitrile